(E)-2,4,7-trimethyl-4-phenyloct-2,6-dienal C/C(/C=O)=C\C(CC=C(C)C)(C1=CC=CC=C1)C